C(C)OC(=O)C1=CC[C@@H]([C@H](C1)N)C1=C(C2=NC(=CC(=C2S1)NCC=1SC=CC1)Cl)C (4S,5S)-5-amino-4-(5-chloro-3-methyl-7-((thiophen-2-ylmethyl)amino)thieno[3,2-b]pyridin-2-yl)cyclohex-1-ene-1-carboxylic acid ethyl ester